N1CCN2N=C(C=C21)C=2C=C(C=CC2OC2=CC=C(C=C2)C(F)(F)F)S(=O)(=O)NC 3-(2,3-dihydro-1H-imidazo[1,2-b]pyrazol-6-yl)-N-methyl-4-[4-(trifluoromethyl)phenoxy]benzene-1-sulfonamide